(1-(2-fluorobenzyl)piperidin-4-yl)methylamine FC1=C(CN2CCC(CC2)CN)C=CC=C1